ClC=1C=C2C=NC(=NC2=CC1N1CCC(CC1)O)NC=1C=NN(C1Cl)CC(F)F 1-(6-chloro-2-{[5-chloro-1-(2,2-difluoroethyl)-1H-pyrazol-4-yl]amino}quinazolin-7-yl)piperidin-4-ol